CC(C)(OC(NCCOCCOCCOCCNC(=O)C1=CC(=C(C(=C1)C)C1=CC=CC=2N1N=C(C2CCCOC2=CC=CC1=CC=CC=C21)C(=O)O)C)=O)C 7-(4-((2,2-dimethyl-4-oxo-3,8,11,14-tetraoxa-5-azahexadecan-16-yl)carbamoyl)-2,6-dimethylphenyl)-3-(3-(naphthalen-1-yloxy)propyl)pyrazolo[1,5-a]pyridine-2-carboxylic acid